O1C=NC2=C1C(=CC=C2)C=2C=C1C(=C(C=NC1=CC2)S(N)(=O)=O)NC2=C(C(=O)O)C=CC=C2 2-[[6-(1,3-benzoxazol-7-yl)-3-sulfamoyl-4-quinolinyl]amino]benzoic acid